C(N)(=O)C1(CC1)CO[C@]1(N(C(C2=CC(=CC(=C12)F)C(=O)C1CCN(CC1)C(=O)OC(C)(C)C)=O)CC1=NC=C(C=C1)Cl)C1=CC=C(C=C1)Cl (R)-tert-Butyl 4-(1-((1-carbamoylcyclopropyl)methoxy)-1-(4-chlorophenyl)-2-((5-chloropyridin-2-yl)methyl)-7-fluoro-3-oxoisoindoline-5-carbonyl)piperidine-1-carboxylate